FC(C1=C(C=CC(=C1)C(F)(F)F)C(C)N1N=CC(=C1)NC(=O)C=1SC(=NN1)C=1OC=CC1)(F)F N-(1-(1-(2,4-bis(trifluoromethyl)phenyl)ethyl)-1H-pyrazol-4-yl)-5-(furan-2-yl)-1,3,4-thiadiazole-2-carboxamide